FC(C1=CC=C(C=C1)C1CC(C1)OC=1C=C2C(=CNC2=CC1)NC(=O)C1=CC=NC=C1)(F)F N-{5-[(1R,3R)-3-[4-(trifluorometh-yl)phenyl]cyclobutoxy]-1H-indol-3-yl}pyridine-4-carboxamide